(4-amino-3,5-difluorophenyl)(8-(5,5-dimethyl-1,3,2-dioxaborinan-2-yl)indolizine-3-yl)methanone NC1=C(C=C(C=C1F)C(=O)C1=CC=C2C(=CC=CN12)B1OCC(CO1)(C)C)F